1-{[1-(4-chloro-3-fluorophenyl)-3-methyl-1H-1,2,4-triazol-5-yl]methyl}-3-{[1-(quinolin-6-yl)-1H-1,2,4-triazol-5-yl]methyl}urea ClC1=C(C=C(C=C1)N1N=C(N=C1CNC(=O)NCC1=NC=NN1C=1C=C2C=CC=NC2=CC1)C)F